(1R)-1-(1,2-benzoxazol-3-yl)-N-[(1S,2S)-2-hydroxy-2,3-dihydro-1H-inden-1-yl]ethane-1-sulfonamide O1N=C(C2=C1C=CC=C2)[C@@H](C)S(=O)(=O)N[C@@H]2[C@H](CC1=CC=CC=C21)O